Cl.C[C@@H]1CC[C@H](CC1)N trans-4-methylcyclohexylamine hydrochloride